1-(3-(9H-carbazol-9-yl)-2-hydroxypropyl)-5-methylpiperidin-2-one C1=CC=CC=2C3=CC=CC=C3N(C12)CC(CN1C(CCC(C1)C)=O)O